CN1N=CC(=C1)C1=NC(=NC=C1)N[C@H]1CN(CCC1)C(=O)C1=CC=C(C=C1)NC(C=C)=O (R)-N-(4-(3-((4-(1-methyl-1H-pyrazol-4-yl)pyrimidin-2-yl)amino)piperidine-1-carbonyl)phenyl)acrylamide